The molecule is a phosphatidylcholine 36:0 in which both phosphatidyl acyl groups are specified as stearoyl (octadecanoyl). It derives from an octadecanoic acid. CCCCCCCCCCCCCCCCCC(=O)OC[C@H](COP(=O)([O-])OCC[N+](C)(C)C)OC(=O)CCCCCCCCCCCCCCCCC